(3R)-3-{[2-(4-methoxyphenyl)-8-methyl[1,2,4]triazolo[1,5-c]quinazolin-5-yl]amino}azepan-2-one COC1=CC=C(C=C1)C1=NN2C(=NC=3C=C(C=CC3C2=N1)C)N[C@H]1C(NCCCC1)=O